N-{[(2R)-1-methylazetidin-2-yl]methyl}-[2,3'-bipyridine]-6-carboxamide CN1[C@H](CC1)CNC(=O)C1=CC=CC(=N1)C=1C=NC=CC1